FC1=CC=C(CNC2=CC=C(C(=N2)N2CCOCC2)NC(CC2=CC(=CC=C2)F)=O)C=C1 N-[6-(4-Fluoro-benzylamino)-2-morpholin-4-yl-pyridin-3-yl]-2-(3-fluoro-phenyl)-acetamide